CC1=C(C(OC2=CC(=C(C=C12)C)CC)=O)N 4,6-dimethyl-7-ethyl-aminocoumarin